1-{[(2S)-4-(hydroxymethyl)-5-oxopyrrolidin-2-yl]methoxy}-7-(prop-2-yloxy)isoquinoline-6-carboxamide OCC1C[C@H](NC1=O)COC1=NC=CC2=CC(=C(C=C12)OC(C)C)C(=O)N